(2S,4R)-1-[(2S)-2-(4-cyclopropyltriazol-1-yl)-3,3-dimethyl-butanoyl]-4-hydroxy-N-(2-pyrimidin-2-ylethyl)pyrrolidine-2-carboxamide C1(CC1)C=1N=NN(C1)[C@H](C(=O)N1[C@@H](C[C@H](C1)O)C(=O)NCCC1=NC=CC=N1)C(C)(C)C